1-(2,2,3,3,3-pentafluoropropyl)-pyrazolo[3,4-c]pyridin FC(CN1N=CC=2C1=CN=CC2)(C(F)(F)F)F